N=1C=C(N2C1C=CC=C2)C2=NC(=NC=C2)NC2=NC=C(C=C2)C 4-(Imidazo[1,2-a]pyridin-3-yl)-N-(5-methylpyridin-2-yl)pyrimidin-2-amine